C(C=C)(=O)O.C(C=C)(=O)O.[F].C1(=CC=CC=C1)O.C1(=CC=CC=C1)O bisphenol fluorine diacrylate